C(CCC)C1=NC(=NC(=N1)CCCC)C1=CC=C(C=C1)[N+](=O)[O-] 2,4-dibutyl-6-p-nitrophenyl-1,3,5-triazine